1-(4-methoxyphenyl)-1-(4-chlorophenyl)thiourea COC1=CC=C(C=C1)N(C(=S)N)C1=CC=C(C=C1)Cl